1-(3,5-dibromophenyl)-3-(5-chloro-2-hydroxymethylphenyl)urea BrC=1C=C(C=C(C1)Br)NC(=O)NC1=C(C=CC(=C1)Cl)CO